2-[5-(ethylsulfonimidoyl)-6-[3-methyl-6-(trifluoromethyl)imidazo[4,5-b]pyridin-2-yl]-3-pyridyl]-2-methyl-propanenitrile C(C)S(=O)(=N)C=1C=C(C=NC1C1=NC=2C(=NC=C(C2)C(F)(F)F)N1C)C(C#N)(C)C